(Z)-4-methoxystyryl (p-tolyl) thioether C1(=CC=C(C=C1)S\C=C/C1=CC=C(C=C1)OC)C